ethyl 9-(cyclopropylmethyl)-2-oxo-1H-pyrrolo[2,3-f][1,4]benzothiazine-8-carboxylate C1(CC1)CN1C(=CC=2C=CC3=C(NC(CS3)=O)C21)C(=O)OCC